OCCN1CCN(CC1)CCCC(=O)OCC1=C(C=C(C=C1)CCCCCCCCCCCCCCC)OCCCCCCCCCCCCCCCCCC 2-(Octadecyloxy)-4-pentadecylbenzyl 4-(4-(2-hydroxyethyl)piperazin-1-yl)butanoate